tert-butyl (2S,4R)-2-({(1R)-1-[4-(1-ethyl-1H-pyrazol-5-yl)phenyl]-2-hydroxyethyl}carbamoyl)-4-hydroxypyrrolidine-1-carboxylate C(C)N1N=CC=C1C1=CC=C(C=C1)[C@H](CO)NC(=O)[C@H]1N(C[C@@H](C1)O)C(=O)OC(C)(C)C